tert-butyl ((1R,3S)-3-(1H-benzo[d]imidazol-2-yl)cyclohexyl)carbamate N1C(=NC2=C1C=CC=C2)[C@@H]2C[C@@H](CCC2)NC(OC(C)(C)C)=O